FC(C(=O)O)(F)F.FC1=C(C=CC=C1)N1CC2(C1)C=C(C(CC2)=O)C#N 2-(2-fluorophenyl)-7-oxo-2-azaspiro[3.5]non-5-ene-6-carbonitrile trifluoroacetate